[C@H]12CN(C[C@H](CC1)N2)C2=C1CN(C(C1=CC=C2)=O)C2CNCCC2 3-(4-((1R,5S)-3,8-diazabicyclo[3.2.1]octane-3-yl)-1-oxoisoindoline-2-yl)piperidine